N-(4-(hydroxycarbamoyl)benzyl)-2-(4-methoxyphenyl)isonicotinic acid amide ONC(=O)C1=CC=C(CNC(C2=CC(=NC=C2)C2=CC=C(C=C2)OC)=O)C=C1